tert-butyl N-[[4-[[2-(tert-butoxycarbonylamino)-5-(3-thienyl)phenyl]carbamoyl]phenyl]-oxo-λ6-sulfanylidene]carbamate C(C)(C)(C)OC(=O)NC1=C(C=C(C=C1)C1=CSC=C1)NC(=O)C1=CC=C(C=C1)S(=NC(OC(C)(C)C)=O)=O